FC=1C(=C(C=CC1F)[C@@H]1[C@@H](O[C@@]([C@@H]1C)(C(F)(F)F)C)C(=O)NC1=CC(=NC=C1)C(=O)N)C=C 4-[[(2R,3r,4r,5s)-3-(3,4-difluoro-2-vinyl-phenyl)-4,5-dimethyl-5-(trifluoromethyl)tetrahydrofuran-2-carbonyl]amino]pyridine-2-carboxamide